C1(=CC=CC=C1)C1OC2=C(C1)C=CC=C2 2-phenyl-2,3-dihydro-1-benzofuran